N-(3-(tert-butyl)isoxazol-5-yl)-4-methyl-3-((1-(pyrazolo[1,5-a]pyrazin-3-yl)azetidin-3-yl)amino)benzamide C(C)(C)(C)C1=NOC(=C1)NC(C1=CC(=C(C=C1)C)NC1CN(C1)C=1C=NN2C1C=NC=C2)=O